C(C=C)(=O)OC1=C(C=C(C=C1C(C)(C)C)C)CC1=C(C(=CC(=C1)C)C(C)(C)C)O methylenebis(4-methyl-6-tert-butyl-phenol) monoacrylate